The molecule is a 2,6-diaminopurine that is an analogue of abacavir in which the cyclopropylamino group at position 6 of the purine moiety is replaced by a 3-cyclopropyl-3-fluoroazetidin-1-yl group. One of a series of synthesised abacavir analogues with antiviral activity found to stimulate IFN-gamma secretion in abacavir-responsive clones. It has a role as an antiviral agent. It is a member of 2,6-diaminopurines and an abacavir. C1CC1C2(CN(C2)C3=NC(=NC4=C3N=CN4[C@@H]5C[C@@H](C=C5)CO)N)F